(S)-(1-((1-(cyclopropylmethyl)-1H-pyrazol-4-yl)sulfonyl)-4-(1-(4-fluorophenyl)-1H-indazol-5-yl)piperazin-2-yl)methanol C1(CC1)CN1N=CC(=C1)S(=O)(=O)N1[C@@H](CN(CC1)C=1C=C2C=NN(C2=CC1)C1=CC=C(C=C1)F)CO